N,N'-dibutyl-3,4,9,10-perylenetetracarboxylic acid diimide C(CCC)N=C(O)C=1C=CC=2C3=CC=C(C=4C(=CC=C(C5=CC=C(C1C52)C(O)=NCCCC)C43)C(=O)O)C(=O)O